CC1=NNC2=C1C=NC=C2 methyl-pyrazolo[4,3-c]pyridine